1-(4-(4-((2-fluoro-4-((2-(3-(trifluoromethyl)pyrrolidin-1-yl)pyridin-4-yl)oxy)phenyl)amino)-7H-pyrrolo[2,3-d]pyrimidin-5-yl)piperidin-1-yl)prop-2-en-1-one FC1=C(C=CC(=C1)OC1=CC(=NC=C1)N1CC(CC1)C(F)(F)F)NC=1C2=C(N=CN1)NC=C2C2CCN(CC2)C(C=C)=O